(R)-4-(5-(3-ethoxy-4-methoxyphenyl)pyridin-3-yl)-1,2-oxaborol-2-ol C(C)OC=1C=C(C=CC1OC)C=1C=C(C=NC1)C=1CB(OC1)O